1,3-dichloro-1,3-dipropyl-1,3-disilacyclohexane Cl[Si]1(C[Si](CCC1)(CCC)Cl)CCC